5-chloro-2-fluoro-4-(trifluoromethyl)benzoyl chloride ClC=1C(=CC(=C(C(=O)Cl)C1)F)C(F)(F)F